C(C)(C)(C)OC(NC1CCN(CC1)C1=NC=C(C=C1)C1=C2C=CC=NC2=CC(=N1)C=1C=NN(C1)C)=O (1-(5-(7-(1-Methyl-1H-pyrazol-4-yl)-1,6-naphthyridin-5-yl)pyridin-2-yl)piperidin-4-yl)carbamic acid tert-butyl ester